FC1=C(C=C(C=C1)F)[C@@](CN1N=CN=C1)([C@@H](C)SC)O (2R,3R)-2-(2,5-difluorophenyl)-3-(methylthio)-1-(1H-1,2,4-triazol-1-yl)butan-2-ol